BrC1=CC(=C(C(=O)O)C=C1F)O[C@H](C(F)(F)F)C (S)-4-bromo-5-fluoro-2-((1,1,1-trifluoropropan-2-yl)oxy)benzoic acid